(ADAMANTAN-2-YL)-2-((5-FLUORO-2-OXO-1,2-DIHYDROPYRIMIDIN-4-YL)OXY)ACETAMIDE C12C(C3CC(CC(C1)C3)C2)C(C(=O)N)OC2=NC(NC=C2F)=O